7-(5-(5-(8-acetyl-3,8-diazabicyclo[3.2.1]octan-3-yl)-1,3,4-thiadiazol-2-yl)-4-(isopropylamino)pyridin-2-yl)pyrrolo[1,2-b]pyridazine-3-carbonitrile C(C)(=O)N1C2CN(CC1CC2)C2=NN=C(S2)C=2C(=CC(=NC2)C2=CC=C1N2N=CC(=C1)C#N)NC(C)C